Tert-Butyl ((3S,6S,10aS)-3-((6R,7S)-7-cyano-6-(3-methoxyphenyl)-4-azaspiro[2.4]heptane-4-carbonyl)-5-oxodecahydropyrrolo[1,2-a]azocin-6-yl)carbamate C(#N)[C@H]1[C@@H](CN(C12CC2)C(=O)[C@@H]2CC[C@H]1N2C([C@H](CCCC1)NC(OC(C)(C)C)=O)=O)C1=CC(=CC=C1)OC